2-Methoxy-N-[2'-(5-phenyl-1H-imidazol-2-yl)-3,4'-bipyridin-5-yl]acetamide trifluoroacetate salt FC(C(=O)O)(F)F.COCC(=O)NC=1C=C(C=NC1)C1=CC(=NC=C1)C=1NC(=CN1)C1=CC=CC=C1